C(CCCCC\C=C\C=CCCCC)Cl (7E)-7,9-tetradecadienyl chloride